OC=1C=C2C(N(C=NC2=CC1)CC(CC1CCN(CC1)C(=O)OC(C)(C)C)C)=O tert-butyl 4-[3-(6-hydroxy-4-oxo-quinazolin-3-yl)-2-methyl-propyl]piperidine-1-carboxylate